3-(1-oxo-5-piperazin-1-yl-isoindolin-2-yl)piperidine-2,6-dione formate C(=O)O.O=C1N(CC2=CC(=CC=C12)N1CCNCC1)C1C(NC(CC1)=O)=O